[3-[2-chloro-4-fluoro-5-(1-methyl-6-trifluoromethyl-2,4-bisoxo-1,2,3,4-tetrahydropyrimidin-3-yl) phenoxy]-2-pyridyloxy]Ethyl acetate C(C)(=O)OCCOC1=NC=CC=C1OC1=C(C=C(C(=C1)N1C(N(C(=CC1=O)C(F)(F)F)C)=O)F)Cl